2-(6-(6-(4-fluorobenzyl)-3,6-diazabicyclo[3.1.1]heptan-3-yl)pyridin-3-yl)-N-(5-methyl-1H-pyrazol-3-yl)quinazolin-4-amine FC1=CC=C(CN2C3CN(CC2C3)C3=CC=C(C=N3)C3=NC2=CC=CC=C2C(=N3)NC3=NNC(=C3)C)C=C1